C(=C)C(C(=O)O)CCCCCC.C(CCCCC)(=O)OC=C vinyl caproate (vinyl caprylate)